tert-butyl 7-(5-chloro-2-(2-(6-chloro-5-cyano-2-methyl-4-oxopyrido[3,4-d]pyrimidin-3(4H)-yl) ethoxy) phenyl)-5-ethylthieno[3,2-B]pyridine-3-carboxylate ClC=1C=CC(=C(C1)C1=C2C(=NC(=C1)CC)C(=CS2)C(=O)OC(C)(C)C)OCCN2C(=NC1=C(C2=O)C(=C(N=C1)Cl)C#N)C